tert-Butyl 4-((1r,3r)-3-((4-(3,8-diazabicyclo[3.2.1]octan-8-yl)pyridin-2-yl)oxy)cyclobutoxy)piperidine-1-carboxylate [C@H]12CNCC(CC1)N2C2=CC(=NC=C2)OC2CC(C2)OC2CCN(CC2)C(=O)OC(C)(C)C